C1(=CC=C(C=C1)C=1C=C2CC3(C(NC2=CC1)=O)CN(CC3)C#N)C3=CC=CC=C3 6'-([1,1'-Biphenyl]-4-yl)-2'-oxo-1',4'-dihydro-2'H-spiro[pyrrolidine-3,3'-quinoline]-1-carbonitrile